1-(4-(Azetidin-1-yl)-2-methyl-5,7-dihydro-6H-pyrrolo[3,4-d]pyrimidin-6-yl)-2-(1-(2-methylpyridin-4-yl)azetidin-3-yl)ethan-1-one N1(CCC1)C=1C2=C(N=C(N1)C)CN(C2)C(CC2CN(C2)C2=CC(=NC=C2)C)=O